BrC1=CC=C(C=C1)C(C(=O)C1=CC=C(C=N1)NC([O-])=O)(C)C (6-(2-(4-Bromophenyl)-2-methylpropionyl)pyridin-3-yl)carbamate